6-chloro-8-isopropoxyimidazo[1,2-b]pyridazine ClC=1C=C(C=2N(N1)C=CN2)OC(C)C